platinum-silicon aluminum [Al].[Si].[Pt]